C(=O)C=1C=C(C2=C(C=C(O2)COC2=C(C=CC=C2)CC(=O)OC(C)(C)C)C1)I tert-butyl 2-(2-((5-formyl-7-iodobenzofuran-2-yl)methoxy)phenyl)acetate